4-((3-(9-acetyl-3,4-dihydro-2H-[1,4]thiazepino[2,3,4-hi]indol-6-yl)prop-2-yn-1-yl)amino)benzenesulfonamide C(C)(=O)C=1C=C2C=C(N3C2=C(C1)SCCC3)C#CCNC3=CC=C(C=C3)S(=O)(=O)N